C1(CCC1)NC1=NC(=NC=C1C(=O)NC1=C(C=CC=C1F)F)NC1=CC=C(C=C1)N1CCN(CC1)CC 4-(cyclobutylamino)-N-(2,6-difluorophenyl)-2-((4-(4-ethylpiperazin-1-yl)phenyl)amino)pyrimidine-5-carboxamide